5-chloro-2-(2,6-dimethoxyphenyl)-1-methyl-1H-pyrrolo[2,3-c]pyridine ClC=1C=C2C(=CN1)N(C(=C2)C2=C(C=CC=C2OC)OC)C